methyl-tin ammonium bromide [Br-].[NH4+].C[Sn]